(trans)-N,N-dimethyl-2-(2-oxo-4-(o-tolyl)-2H-chromen-7-yl)cyclopropane-1-carboxamide CN(C(=O)[C@H]1[C@@H](C1)C1=CC=C2C(=CC(OC2=C1)=O)C1=C(C=CC=C1)C)C